4-(5-bromo-6-methoxy-2H-indazol-2-yl)-3-fluoropiperidine-1-carboxylic acid tert.Butyl ester C(C)(C)(C)OC(=O)N1CC(C(CC1)N1N=C2C=C(C(=CC2=C1)Br)OC)F